4-(6-(benzyloxy)-2-bromobenzo[b]thiophen-3-yl)-5-methoxy-2,6-dimethylpyridazin-3(2H)-one C(C1=CC=CC=C1)OC=1C=CC2=C(SC(=C2C=2C(N(N=C(C2OC)C)C)=O)Br)C1